6-iodo-4-oxo-3,4-dihydroquinazoline-2-carboxylic acid IC=1C=C2C(NC(=NC2=CC1)C(=O)O)=O